BrC1=CC=C(C=C1)C(=O)C1=CC=C(C=C1)C (4-bromophenyl)(4-methylphenyl)methanone